BrC=1C=CC2=C(NC=3N(CC2)N=C(C3C#N)C3=CC=C(C=C3)OC3=CC=CC=C3)C1 6-bromo-2-(4-phenoxyphenyl)-9,10-dihydro-4H-benzo[d]pyrazolo[1,5-a][1,3]diazepine-3-carbonitrile